FC1=C(C=CC(=C1)F)C=1C=C2C(=NC1)N(C(N2C)=O)[C@H](CS(=O)(=O)C)C2=NC(=C(C=C2)OC)OCC (S)-6-(2,4-difluorophenyl)-3-(1-(6-ethoxy-5-methoxypyridin-2-yl)-2-(methylsulfonyl)ethyl)-1-methyl-1H-imidazo[4,5-b]pyridin-2(3H)-one